C(C)(C)C1=NOC(=N1)N1CCC(CC1)C(C)OC=1SC2=NC(=CC=C2N1)C=1C(=NSC1)C 3-isopropyl-5-(4-(1-((5-(3-methylisothiazol-4-yl)thiazolo[5,4-b]pyridin-2-yl)oxy)ethyl)piperidin-1-yl)-1,2,4-oxadiazol